NC1=NC=C(C=2C1=CN(N2)C2OCCCC2)NC(C(N2[C@H](CC[C@@H](C2)C)C2=CC=C1C=C(C=NC1=C2)Cl)=O)=O |r| N-(4-Amino-2-tetrahydropyran-2-yl-pyrazolo[4,3-c]pyridin-7-yl)-2-oxo-2-[rac-(2R,5S)-2-(3-chloro-7-quinolyl)-5-methyl-1-piperidyl]acetamide